5-(4-Methoxyphenyl)-3,3-dimethyl-N-(2,2,2-trifluoroethyl)morpholine-4-carboxamide COC1=CC=C(C=C1)C1COCC(N1C(=O)NCC(F)(F)F)(C)C